Bocmethacryloyl-hydrazine C(=O)(OC(C)(C)C)N(N)C(C(=C)C)=O